3-(3-fluoropyridin-2-yl)-3-(1-(trifluoromethyl)cyclopropyl)propanoic acid FC=1C(=NC=CC1)C(CC(=O)O)C1(CC1)C(F)(F)F